NC1=NC(=CC(=C1)C1=NC(=CC(=N1)N=S(=O)(C)C)N1[C@@H](COCC1)C)C (R)-((2-(2-amino-6-methylpyridin-4-yl)-6-(3-methylmorpholino)pyrimidin-4-yl)imino)dimethyl-λ6-sulfanone